CC1=C(C(=CC(=C1)C)C)N=C=N dl-2,4,6-trimethylphenylcarbodiimide